methyl 3-[4-(methoxycarbonylamino) phenyl]-5-methyl-imidazo[1,2-a]pyridine-6-carboxylate COC(=O)NC1=CC=C(C=C1)C1=CN=C2N1C(=C(C=C2)C(=O)OC)C